COC1=CC=2C=C3N(C2C=C1)C[C@H](N(C3)C)C (R)-8-methoxy-2,3-dimethyl-1,2,3,4-tetrahydropyrazino[1,2-a]indole